N,N,N,N-tetraoctylammonium C(CCCCCCC)[N+](CCCCCCCC)(CCCCCCCC)CCCCCCCC